2-[1-[2-(1-Methylindazol-5-yl)-4-oxo-6-(trifluoromethyl)chromen-8-yl]ethylamino]benzoic acid CN1N=CC2=CC(=CC=C12)C=1OC2=C(C=C(C=C2C(C1)=O)C(F)(F)F)C(C)NC1=C(C(=O)O)C=CC=C1